3-(2-Amino-4-methylphenoxy)propane-1-sulfonic acid NC1=C(OCCCS(=O)(=O)O)C=CC(=C1)C